Ethyl 2,4-dioxo-3-(p-tolyl)-1,2,3,4-tetrahydropyrimidine-5-carboxylate O=C1NC=C(C(N1C1=CC=C(C=C1)C)=O)C(=O)OCC